Ethyl (E)-3-(4-(benzyloxy)-2-(4-propylphenethyl)-6-((tetrahydro-2H-pyran-2-yl)methoxy)pyridin-3-yl)acrylate C(C1=CC=CC=C1)OC1=C(C(=NC(=C1)OCC1OCCCC1)CCC1=CC=C(C=C1)CCC)/C=C/C(=O)OCC